ClC1=C(C=C2C=C(N=CC2=C1)NC(=O)C1CC12CC(C2)OCC)C2CCN(CC2)[C@]2(COC[C@H]2F)C N-(7-chloro-6-(1-((3S,4S)-4-fluoro-3-methyltetrahydrofuran-3-yl)piperidin-4-yl)isoquinolin-3-yl)-5-ethoxyspiro[2.3]hexane-1-carboxamide